C(C)(C)(C)C=1C=C(NN1)NC(=O)NC1=CC=C(C=C1)N1C=NC2=C1C=CC(=C2)OCC2OCCC2 1-(5-tert-butyl-2H-pyrazol-3-yl)-3-{4-[5-(tetrahydrofuran-2-ylmethoxyl)-benzimidazol-1-yl]-phenyl}-urea